C=1(C(=CC=CC1)CP(O)(O)=O)CP(O)(O)=O xylylenediphosphonic acid